trimethylolethane monomethacrylate C(C(=C)C)(=O)O.C(O)C(C)(CO)CO